1,7-naphthyridine-7-carboxylate N1=CC=CC2=CCN(C=C12)C(=O)[O-]